O1C(OCC1)C1=C(C=CC(=C1F)F)NC1=C(C(=O)OC)C=C(C(=C1)C(F)(F)F)F methyl 2-((2-(1,3-dioxolan-2-yl)-3,4-difluorophenyl)amino)-5-fluoro-4-(trifluoromethyl)benzoate